FC1(OC1(C(F)(F)F)C(F)(F)F)C(C(F)(F)F)(F)F perfluoro-2-ethyl-3,3-dimethyloxirane